C(C)C1=C2C(=CC(=CC2=CC=C1F)O)C1=C(C=2N=C(N=C(C2C=N1)N1C[C@@H](CCC1)F)OC[C@]12CCCN2C[C@@H](C1)F)F 5-ethyl-6-fluoro-4-(8-fluoro-4-[(3R)-3-fluoropiperidin-1-yl]-2-{[(2R,7aS)-2-fluorotetrahydro-1H-pyrrolizin-7a(5H)-yl]methoxy}pyrido[4,3-d]pyrimidin-7-yl)naphthalen-2-ol